1-(4-trifluoromethoxyphenyl)-4-{3-[(7-trifluoromethyl-quinolin-4-yl)amino]benzoyl}piperazine FC(OC1=CC=C(C=C1)N1CCN(CC1)C(C1=CC(=CC=C1)NC1=CC=NC2=CC(=CC=C12)C(F)(F)F)=O)(F)F